1,3-dimethylphenanthrene CC1=CC(=CC=2C3=CC=CC=C3C=CC12)C